ClC=1C=CC(=C(C1)C1=CC(=C(N1C)C)C(=O)N(C=1C=NN(C1)C)C1=CC=C(C=C1)O)C(=O)N1CC2=CC=CC=C2C[C@H]1C 5-(5-chloro-2-{[(3R)-3-methyl-3,4-dihydroisoquinolin-2(1H)-yl]carbonyl}phenyl)-N-(4-hydroxyphenyl)-1,2-dimethyl-N-(1-methyl-1H-pyrazol-4-yl)-1H-pyrrole-3-carboxamide